C(C)(C)(C)C1N(CC12CCN(CC2)C(=O)OCC2=CC1=C(N=C(N=C1)NC1=NC=C(C=C1)N1CCNCC1)C(=N2)C2=CC=C(C=C2)C)C2=NC=NC1=CC(=C(C=C21)C=O)F [8-(4-methylphenyl)-2-[(5-piperazin-1-ylpyridin-2-yl)amino]pyrido[3,4-d]pyrimidin-6-yl]methanol tert-Butyl-2-(7-fluoro-6-formylquinazolin-4-yl)-2,7-diazaspiro[3.5]nonane-7-carboxylate